(R)-4-(2-chloro-3-fluorophenyl)-6-methyl-2-thiazol-2-yl-1,4-dihydropyrimidine-5-carboxylic acid ethyl ester C(C)OC(=O)C=1[C@@H](N=C(NC1C)C=1SC=CN1)C1=C(C(=CC=C1)F)Cl